ON1OCC2=C1C=CC=C2 1-hydroxy-1H-2,1-benzoxazol